(2S)-2-amino-1-{2'-[6-amino-5-(trifluoromethyl)pyridin-3-yl]-5',6'-dihydrospiro[azetidine-3,4'-pyrrolo[1,2-b]pyrazol]-1-yl}propan-1-one N[C@H](C(=O)N1CC2(CCN3N=C(C=C32)C=3C=NC(=C(C3)C(F)(F)F)N)C1)C